2'-methyl-3'-(methylsulfonylamino)-[1,1'-biphenyl]-4-carboxylic acid CC1=C(C=CC=C1NS(=O)(=O)C)C1=CC=C(C=C1)C(=O)O